P(=O)(O)(O)OC[C@@H]1[C@H]([C@H]([C@@H](O1)N1C(=O)NC(=O)C=C1C(=O)O)O)O orotidin 5'-phosphate